N,N'-(4-((2-(2-(2-(2-azidoethoxy)ethoxy)ethoxy)ethyl)-carbamoyl)-1,3-phenylene)bis(2-iodoacetamide) N(=[N+]=[N-])CCOCCOCCOCCNC(=O)C1=C(C=C(C=C1)NC(CI)=O)NC(CI)=O